3-[(5-chloro-1H-indol-2-yl)methyl]-1-methyl-1-{1-[2-(1H-pyrazol-5-yl)acetyl]piperidin-3-yl}urea ClC=1C=C2C=C(NC2=CC1)CNC(N(C1CN(CCC1)C(CC1=CC=NN1)=O)C)=O